C1(CC1)C1=CC(=NN1C1OCCCC1)N1C(C2=CC=CC=C2C1=O)=O 2-[5-cyclopropyl-1-(oxan-2-yl)-1H-pyrazol-3-yl]-1H-isoindole-1,3(2H)-dione